N-methyl-N-nonyltoluidine CN(C=1C(=CC=CC1)C)CCCCCCCCC